Ethyl 2-(2-chloro-4-((2,5-dioxo-3-(4-(trifluoromethyl)phenyl) imidazolidin-1-yl)methyl)-6-methylphenoxy)-2-methylpropionate ClC1=C(OC(C(=O)OCC)(C)C)C(=CC(=C1)CN1C(N(CC1=O)C1=CC=C(C=C1)C(F)(F)F)=O)C